FC1=C(CN2C(C3=C(C=4C=CC=NC24)CCN(C3)C(=O)OC(C)(C)C)=O)C=CC=C1 tert-butyl 6-(2-fluorobenzyl)-5-oxo-1,4,5,6-tetrahydropyrido[3,4-c][1,8]naphthyridine-3(2H)-carboxylate